C(C)(C)(C)OC(=O)N1CCN(CC1)C1=CC(=C(C=2CN(CC12)C)C(=O)OC)F methyl 7-(4-tert-butoxycarbonylpiperazin-1-yl)-5-fluoro-2-methyl-isoindoline-4-carboxylate